C(C)O[C@H]1C[C@H](C1)NC1=NN2C(C=N1)=C(C=C2)C=2C=NC=1N(C2)C(=CN1)CC N-(cis-3-ethoxycyclobutyl)-5-(3-ethylimidazo[1,2-a]pyrimidin-6-yl)pyrrolo[2,1-f][1,2,4]triazin-2-amine